C(C)(=O)N1CCN(C(CC1)C=1SC=C(N1)Br)C(COC1=CC=CC=C1)=O 1-(4-acetyl-7-(4-bromothiazol-2-yl)-1,4-diazepan-1-yl)-2-phenoxyethan-1-one